C(=O)C=1C=C2C=CN(C2=CC1)C(=O)OC(C)(C)C tert-Butyl 5-formyl-1H-indole-1-carboxylate